5-(2-(Dimethylamino)ethoxy)-N-(1-(3-methoxynaphthalen-1-yl)cyclopropyl)-2-methylbenzamide CN(CCOC=1C=CC(=C(C(=O)NC2(CC2)C2=CC(=CC3=CC=CC=C23)OC)C1)C)C